5-(3-(3-ethyl-2,4-dioxo-1,2,3,4-tetrahydroquinazolin-7-yl)benzamido)-N-methylpicolinamide C(C)N1C(NC2=CC(=CC=C2C1=O)C=1C=C(C(=O)NC=2C=CC(=NC2)C(=O)NC)C=CC1)=O